N-allyl-allylbicyclo[2.2.1]hept-5-ene-2,3-dicarboximide C(C=C)N1C(=O)C2C3(C=CC(C2C1=O)C3)CC=C